C(C)(C)(C)OC(=O)N1CC(C1)S(=O)(=O)C1=CC(=C(C(=O)O)C=C1)N1CCC2(CC2)CC1 4-((1-(Tert-Butoxycarbonyl)azetidin-3-yl)sulfonyl)-2-(6-azaspiro[2.5]oct-6-yl)benzoic acid